CN(C(CC1=CC=C(C(=O)OC)C=C1)=O)CC1=CC=C(C=C1)B1OC(C(O1)(C)C)(C)C methyl 4-(2-(methyl(4-(4,4,5,5-tetramethyl-1,3,2-dioxaborolan-2-yl)benzyl)amino)-2-oxoethyl)benzoate